C(#N)C1=C(C=CC(=C1)F)N1C(C(=CC=C1)C(=O)NC1=CC=C(C=C1)OC1=CC=CC=C1)=O 1-(2-cyano-4-fluorophenyl)-2-oxo-N-(4-phenoxyphenyl)-1,2-dihydropyridine-3-carboxamide